C(CCCCCCCCCCC)(=O)O lauroic acid